C(C1=CC=CC=C1)(=O)OC[C@@H]1[C@@]([C@@H](C(O1)CC(=O)[O-])CC(=O)[O-])(O)C(F)F (3R,4R,5R)-5-((benzoyloxy)methyl)-4-(difluoromethyl)-4-hydroxytetrahydrofuran-2,3-diyldiacetate